N-(4-((3-chloroimidazo[1,2-a]pyridin-7-yl)oxy)-3-methylphenyl)-5-iodopyrimidin-4-amine ClC1=CN=C2N1C=CC(=C2)OC2=C(C=C(C=C2)NC2=NC=NC=C2I)C